COC(=O)CCN(CCC[Si](OC)(OC)OC)CCC[Si](OC)(OC)OC N-(methoxycarbonylethyl)-N,N-bis(3-trimethoxysilylpropyl)amine